C(C1=CC=CC=C1)N(C(O)=O)CC(CO)(F)F.CC([C@H](N)C(=O)O)(C(=O)O)C 3,3-dimethyl-aspartic acid benzyl-(2,2-difluoro-3-hydroxypropyl)carbamate